2-(2,4-dimethoxybenzylamino)-7,7-dimethyl-7,8-dihydro-5H-pyrano[4,3-b]pyridin-5-one COC1=C(CNC2=CC=C3C(=N2)CC(OC3=O)(C)C)C=CC(=C1)OC